ClC=1C(=NC(=NC1)NC1=CC(=NN1)CC1=CC=C(C=C1)NC(C=C)=O)C1=CN(C2=CC=CC=C12)S(=O)(=O)C1=CC=CC=C1 N-(4-((5-((5-chloro-4-(1-(benzenesulfonyl)-1H-indol-3-yl)pyrimidin-2-yl)amino)-1H-pyrazol-3-yl)methyl)phenyl)acrylamide